3-cyano-5,5-dimethyl-4-oxospiro[cyclohexane-1,3'-indoline] C(#N)C1CC2(CNC3=CC=CC=C23)CC(C1=O)(C)C